COC(C1=C(C=C(C(=C1)N)F)F)=O.FC=1C=C(N)C=C(C1N1C[C@@H](N([C@@H](C1)C)C)C)C 3-fluoro-5-methyl-4-((3s,5r)-3,4,5-trimethylpiperazin-1-yl)aniline Methyl-5-amino-2,4-difluorobenzoate